6-bromo-1,3-benzoxazine BrC=1C=CC2=C(C=NCO2)C1